CN(C(=O)C1=NC=CC=C1)C N,N-dimethylpyridine-2-amide